C(C)N1C=NC=C1NC=1C=C(C(=O)O)C=CC1.N=1N=CN2C1C=C(C=C2)C=2NC1=CC=C(C=C1C2C(C)C)C2CCN(CC2)C(CN(C)C)=O 1-(4-(2-([1,2,4]triazolo[4,3-a]pyridin-7-yl)-3-isopropyl-1H-indol-5-yl)piperidin-1-yl)-2-(dimethylamino)ethan-1-one 3-((1-ethyl-1H-imidazol-5-yl)amino)benzoate